C(CCCCCC)OC1=CC=C(C(C(=O)O)=C1)O 5-n-heptyloxysalicylic acid